C(#C)[C@H]1[C@]2(C)[C@@H](CC1)[C@@H]1CCC3=CCCC[C@@H]3[C@H]1CC2 17a-ethynyl-4-estrene